(R)-1-(sec-butyl)-4-fluorobenzene [C@@H](C)(CC)C1=CC=C(C=C1)F